3-(benzo[d]thiazol-6-yl)-2-(6-methylpyridin-2-yl)-6-(1H-pyrazol-4-yl)-2H-pyrazolo[3,4-c]pyridin-7(6H)-one trifluoroacetate FC(C(=O)O)(F)F.S1C=NC2=C1C=C(C=C2)C=2N(N=C1C(N(C=CC12)C=1C=NNC1)=O)C1=NC(=CC=C1)C